ClC1=C(C(=CC=C1Cl)O)[C@H]1C[C@@H]2N(C(CN(C2)C(=O)[C@@H]2OCCC2)=O)C1 (7R,8aS)-7-(2,3-dichloro-6-hydroxyphenyl)-2-[(2R)-oxolane-2-carbonyl]-hexahydropyrrolo[1,2-a]pyrazin-4-one